N1([C@@H](CCC1)C(=O)OC)C(=O)OCC1=CC=CC=C1 1-benzyl 2-methyl (S)-pyrrolidine-1,2-dicarboxylate